C(CCCCCCCCCCCCCCC)N.P(O)(O)(O)=O phosphoric acid hexadecylamine salt